5-amino-1-phenyl-imidazole NC1=CN=CN1C1=CC=CC=C1